N,N-diethyl-4-aminobutyltriethoxysilane C(C)N(CCCC[Si](OCC)(OCC)OCC)CC